3-acetyl-9-(2,6-dimethyl-4-prop-1-ynyl-phenyl)-3-azaspiro[5.5]undecane-8,10-dione C(C)(=O)N1CCC2(CC1)CC(C(C(C2)=O)C2=C(C=C(C=C2C)C#CC)C)=O